ClC1=C(C#N)C=CC(=C1)N1CC2(CC1C)CCNCC2 2-Chloro-4-(3-methyl-2,8-diazaspiro[4.5]decan-2-yl)benzonitrile